5-((6-(4-(t-butyl)phenyl)pyrimidin-4-yl)methylene)thiazolidine-2,4-dione C(C)(C)(C)C1=CC=C(C=C1)C1=CC(=NC=N1)C=C1C(NC(S1)=O)=O